ethyl-alumoxane C(C)[Al]1OCCCC1